C(C)(C)(C)[Si](OC=1C(=C2CC[C@@](OC2=C(C1C)C)(CC\C=C(\CC\C=C(\CCC=C(C)C)/C)/C)C)C)(C)C tert-butyldimethyl-(((S)-2,5,7,8-tetramethyl-2-((3E,7E)-4,8,12-trimethyltridecan-3,7,11-trien-1-yl)chroman-6-yl)oxy)silane